BrCC=1C(=NC=CC1Cl)C(=O)OC Methyl 3-(bromomethyl)-4-chloropicolinate